ClC=1N=C(C2=C(N1)C=CS2)N2C(OC[C@@H]2C(C)C)=O (S)-3-(2-chlorothieno[3,2-d]pyrimidin-4-yl)-4-isopropyl-2-oxazolidinone